ethyl 4-[(4S)-7-(3,5-dimethylisoxazol-4-yl)-4-pyridin-2-yl-4,5-dihydroimidazo[1,5,4-de][1,4]benzoxazin-2-yl]piperazine-1-carboxylate CC1=NOC(=C1C1=CC=C2C=3N([C@H](COC31)C3=NC=CC=C3)C(=N2)N2CCN(CC2)C(=O)OCC)C